C(C)(C)(C)OC(=O)N1CCC2(CCC2C2=C(C=CC(=C2)C)C)CC1 (2,5-dimethylphenyl)-7-azaspiro[3.5]nonane-7-carboxylic acid tert-butyl ester